(7-(6-(tert-Butyl)pyridin-2-yl)-2-azaspiro[3.5]nonan-2-yl)((1s,3s)-3-hydroxy-3-methylcyclobutyl)methanone C(C)(C)(C)C1=CC=CC(=N1)C1CCC2(CN(C2)C(=O)C2CC(C2)(C)O)CC1